methyl 4-(hydroxymethyl)-3-nitrobenzoate OCC1=C(C=C(C(=O)OC)C=C1)[N+](=O)[O-]